Cl.N[C@@H](C(=O)N1CCN(CC1)CC1=C(C=CC=C1F)OCC)C1CCN(CC1)CCC1=C(C=CC(=C1)Cl)C1=CC=CC=C1 (R)-2-amino-2-(1-(2-(4-chloro-[1,1'-biphenyl]-2-yl)ethyl)piperidin-4-yl)-1-(4-(2-ethoxy-6-fluorobenzyl)piperazin-1-yl)ethan-1-one hydrochloride